N[C@@]1(COCC1)C1=C(C=C(C(=O)OC)C=C1)C#N |r| (±)-Methyl 4-(3-aminotetrahydrofuran-3-yl)-3-cyano-benzoate